rac-cis-(3R,5S)-Benzyl 3-((2-chloro-7H-pyrrolo[2,3-d]pyrimidin-4-yl)amino)-5-methylpiperidine-1-carboxylate ClC=1N=C(C2=C(N1)NC=C2)N[C@H]2CN(C[C@H](C2)C)C(=O)OCC2=CC=CC=C2 |r|